B(O)(O)O.CN(C(N(C)C)=O)C Tetramethylurea Borate